amino-1-methylsulfonyloxyethane NC(C)OS(=O)(=O)C